CN1C(C=C(C=C1C)OCC12CN(C(C1)(C2)CNC=2C(=NC=CC2)OC)C(=O)OC(C)(C)C)=O tert-butyl 4-(((1,6-dimethyl-2-oxo-1,2-dihydropyridin-4-yl)oxy)methyl)-1-(((2-methoxypyridin-3-yl)amino)methyl)-2-azabicyclo[2.1.1]hexane-2-carboxylate